C1(CCC1)C1=NC(=NC=C1)OCC1=C(N=NN1C)C1=CC=C(C(=N1)C)C1CC(COC1)CC(=O)O 2-(5-(6-(5-(((4-cyclobutylpyrimidin-2-yl)oxy)methyl)-1-methyl-1H-1,2,3-triazol-4-yl)-2-methylpyridin-3-yl)tetrahydro-2H-pyran-3-yl)acetic acid